CC=1C=C(\C=N\NC2=C3N=CN(C3=NC(=N2)N2CCOCC2)C2CN(C2)C(=O)C=2C=NC=CC2)C=CC1 (E)-3-(6-(2-(3-methylbenzylidene)hydrazinyl)-2-morpholino-9H-purin-9-yl)azetidin-1-yl(pyridin-3-yl)methanone